C(C(=C)C)(=O)OCCCOC(C(=C)C)=O 1,3-propanediol dimethacrylate